(3R)-1-(4-(4-amino-8-fluoro-6,7-dimethoxyquinazolin-2-yl)-2,6-dimethylpiperidin-1-yl)-3-(ethylamino)-3-(4-fluorophenyl)propan-1-one NC1=NC(=NC2=C(C(=C(C=C12)OC)OC)F)C1CC(N(C(C1)C)C(C[C@H](C1=CC=C(C=C1)F)NCC)=O)C